N-[(6-Amino-2-pyridyl)sulfonyl]-2-(cyclohexylmethoxy)-6-(3-fluoro-5-isobutoxyphenyl)pyridin-3-carboxamid NC1=CC=CC(=N1)S(=O)(=O)NC(=O)C=1C(=NC(=CC1)C1=CC(=CC(=C1)OCC(C)C)F)OCC1CCCCC1